C(C=C)(=O)N1[C@@H](COCC1)C (2S,3R)-4-acryloyl-3-methylmorpholin